C(C)(C)(C)C=1C(=C(O)C=CC1O)C(C)(C)C di-tertiary butyl-hydroquinone